2-(1-(8-(tert-butoxy)-7,7-dimethyl-8-oxooctyl)-6-(2-((tert-butoxycarbonyl)amino)phenyl)-1H-indol-2-yl)-7-methoxy-1-methyl-1H-benzo[d]Imidazole-5-carboxylic acid methyl ester COC(=O)C1=CC2=C(N(C(=N2)C=2N(C3=CC(=CC=C3C2)C2=C(C=CC=C2)NC(=O)OC(C)(C)C)CCCCCCC(C(=O)OC(C)(C)C)(C)C)C)C(=C1)OC